FC=1C=C2NC=C(CCN)C2=CC1 6-fluoro-tryptamine